NC1=C2N=CN(C2=NC(=N1)F)[C@H]1C[C@@H]([C@@](O1)(C#C)CO[P@](=O)(OC1=CC=CC=C1)N[C@@H](CC1=CC=CC=C1)C(=O)OC(C)C)OC(=O)OC(CCC)CCC Isopropyl ((S)-(((2R,3S,5R)-5-(6-amino-2-fluoro-9H-purin-9-yl)-2-ethynyl-3-(((heptan-4-yloxy)carbonyl) oxy)tetrahydrofuran-2-yl)methoxy)(phenoxy)phosphoryl)-L-phenylalaninate